oxazol-5-ylmethyl (3-fluoro-4-(1-(methylsulfonyl)piperidin-4-yl)phenyl)carbamate FC=1C=C(C=CC1C1CCN(CC1)S(=O)(=O)C)NC(OCC1=CN=CO1)=O